2,2-dibromo-1-(2-bromo-5-fluorophenyl)ethan-1-one BrC(C(=O)C1=C(C=CC(=C1)F)Br)Br